7-bromo-3-methyl-5-(3,3,3-trifluoroprop-1-en-2-yl)-2,3-dihydrofuro[2,3-c]pyridine-3-carboxamide BrC=1N=C(C=C2C1OCC2(C(=O)N)C)C(=C)C(F)(F)F